N[C@@H](CO)[C@@H]([C@@H](CCCCCCCCCCCCCC)O)O (2s,3s,4r)-2-amino-1,3,4-octadecanetriol